ClC1=CC=C(C=C1)S(=O)(=O)N1C=CC=2C1=CN=CC2C2=CC=C(C#N)C=C2 4-(1-((4-chlorophenyl)sulfonyl)-1H-pyrrolo[2,3-c]pyridin-4-yl)benzonitrile